bis{3,4,6-trichloro-2-[(3-methylbutoxy)carbonyl]phenyl} oxalate C(C(=O)OC1=C(C(=C(C=C1Cl)Cl)Cl)C(=O)OCCC(C)C)(=O)OC1=C(C(=C(C=C1Cl)Cl)Cl)C(=O)OCCC(C)C